N-cyclohexyl-2-benzothiazolesulfinamide C1(CCCCC1)NS(=O)C=1SC2=C(N1)C=CC=C2